Phenylalanyl-Valine N[C@@H](CC1=CC=CC=C1)C(=O)N[C@@H](C(C)C)C(=O)O